3-(4,5-difluoro-2',6'-Dimethyl-[1,1'-biphenyl]-3-yl)propanoic acid FC1=C(C=C(C=C1F)C1=C(C=CC=C1C)C)CCC(=O)O